3-Aminomethyl-3,5,5-trimethyl-cyclohexylamin NCC1(CC(CC(C1)(C)C)N)C